5-methylhexane-2,4-dione CC(C(CC(C)=O)=O)C